3-((4-(3-amino-1H-indazol-5-yl)pyrimidin-2-yl)amino)propan-1-ol NC1=NNC2=CC=C(C=C12)C1=NC(=NC=C1)NCCCO